COC1=C(C=CC(=C1)NC1CNCC1)NC1=NC2=C(C=CC=C2C=N1)C=1C=C(C=CC1)NC(C=C)=O N-(3-(2-((2-methoxy-4-(pyrrolidin-3-ylamino)phenyl)amino)quinazolin-8-yl)phenyl)acrylamide